C(#C)[C@@]1(O[C@H](C=C1)N1C(NC(C(=C1)C)=O)=O)CO[P@@](=O)(OC1=CC=CC=C1)N[C@@H](C)C(=O)OCC(CC)CC 2-ethylbutyl ((R)-(((2R,5R)-2-ethynyl-5-(5-methyl-2,4-dioxo-3,4-dihydropyrimidin-1(2H)-yl)-2,5-dihydrofuran-2-yl)methoxy)(phenoxy) phosphoryl)-L-alaninate